N-(1-Naphthyl)ethaneaminium C1(=CC=CC2=CC=CC=C12)[NH2+]CC